NC1=NC=NN2C1=NC=C2C=2C=C(C=CC2C)S(=O)(=O)N2C[C@@H]([C@H](C2)N2CCN(CC2)C)O (3S,4S)-1-((3-(4-aminoimidazo[2,1-f][1,2,4]triazin-7-yl)-4-methylphenyl)sulfonyl)-4-(4-methylpiperazin-1-yl)pyrrolidin-3-ol